IC1=CC=C(C=C1)C(CC(=O)OC)(C[N+](=O)[O-])C Methyl 3-(4-iodophenyl)-3-methyl-4-nitrobutanoate